1-oxo-1,2-dihydronaphthalene O=C1CC=CC2=CC=CC=C12